2-methyl-azophenol CC1(C(C=CC=C1)O)N=NC1=C(C=CC=C1)O